sodium β-naphthol C1=C(C=CC2=CC=CC=C12)O.[Na]